C(C)C=1C(=C2C=NNC2=C(C1F)N(C)CC)C=1N=CC=2N(C1)C=C(N2)NC(=O)C2C(C2)F N-(6-(5-ethyl-7-(ethyl(methyl)amino)-6-fluoro-1H-indazol-4-yl)imidazo[1,2-a]pyrazin-2-yl)-2-fluorocyclopropane-1-carboxamide